C12(CC3CC(CC(C1)C3)C2)CN2N=CC(=C2C)C2=C(C=3N(C=C2)N=C(N3)NC3=CC(=CC=C3)C(NC=3SC2=C(N3)C=CC=C2)=O)C(=O)OC methyl 7-(1-(adamantan-1-ylmethyl)-5-methyl-1H-pyrazol-4-yl)-2-((3-(benzo[d]thiazol-2-ylcarbamoyl)phenyl)amino)-[1,2,4]triazolo[1,1,5-a]pyridine-8-carboxylate